isoxazolidine-2-carboxylic acid tert-butyl ester C(C)(C)(C)OC(=O)N1OCCC1